ClC=1C=NN(C1C(=O)NC1=NC=C(C=C1C)C#CC1=CC=CC=C1)CC1COCC1C 4-chloro-N-(3-methyl-5-(phenylethynyl)pyridin-2-yl)-1-((4-methyltetrahydrofuran-3-yl)methyl)-1H-pyrazole-5-carboxamide